NCCNCCC[Si](OCC)(OCC)OCC N-(beta-aminoethyl)gamma-aminopropyltriethoxysilane